2-[2-(Cyclopropylmethylamino)-4-pyridyl]-N-[3-(difluoromethyl)-1-[1-[3-(4-piperidyl)propyl]-4-piperidyl]pyrazol-4-yl]oxazole-4-carboxamide C1(CC1)CNC1=NC=CC(=C1)C=1OC=C(N1)C(=O)NC=1C(=NN(C1)C1CCN(CC1)CCCC1CCNCC1)C(F)F